C(#N)C1(CC1)NC(=O)[C@H]1N(C[C@@H](C1)S(=O)(=O)C1=C(C=C(C=C1)C1=C(C=CC=C1)OC(F)(F)F)C(F)(F)F)C(=O)C1(CC1)C(F)(F)F (2S,4R)-4-(2'-trifluoromethoxy-3-trifluoromethyl-biphenyl-4-sulfonyl)-1-(1-trifluoromethyl-cyclopropanecarbonyl)-pyrrolidine-2-carboxylic acid (1-cyano-cyclopropyl)-amide